(R/S)-1-(2-Hydroxybutyl)-6-[3-(trifluoromethyl)phenyl]-3H-imidazo[4,5-b]pyridin-2-on O[C@@H](CN1C(NC2=NC=C(C=C21)C2=CC(=CC=C2)C(F)(F)F)=O)CC |r|